4-methylbenzoyl-acetic acid CC1=CC=C(C(=O)CC(=O)O)C=C1